1-(3-chlorophenoxy)cyclopropane-1-carboxylic acid ClC=1C=C(OC2(CC2)C(=O)O)C=CC1